3,6-dibromopyridazin BrC=1N=NC(=CC1)Br